ClC1=C(N)C=CC(=C1)SC([2H])([2H])[2H] 2-chloro-4-((methyl-d3)thio)aniline